2,4,7-trichloro-8-methoxyquinazoline ClC1=NC2=C(C(=CC=C2C(=N1)Cl)Cl)OC